8-hydroxy-6-methoxy-2-[1-(3-trifluoromethyl-phenyl)ethyl]-3,4-dihydroisoquinolin-1(2H)-one OC=1C=C(C=C2CCN(C(C12)=O)C(C)C1=CC(=CC=C1)C(F)(F)F)OC